4-(2-(2-isobutoxy-6-methylphenyl)-4,5,6,7-tetrahydro-2H-pyrazolo[4,3-C]pyridin-3-yl)benzonitrile C(C(C)C)OC1=C(C(=CC=C1)C)N1N=C2C(CNCC2)=C1C1=CC=C(C#N)C=C1